3-[(1,3-dioxoisoindolin-2-yl)methyl]-5-ethyl-4-oxo-piperidine-1-carboxylic acid benzyl ester C(C1=CC=CC=C1)OC(=O)N1CC(C(C(C1)CC)=O)CN1C(C2=CC=CC=C2C1=O)=O